CC1=C(C=C(C=C1)NC(C1=CC(=CC(=C1)C(F)(F)F)CN1CCN(CC1)C)=O)CNCC=1C=NC=NC1 N-(4-methyl-3-(((pyrimidin-5-ylmethyl)amino)methyl)phenyl)-3-((4-methylpiperazin-1-yl)methyl)-5-(trifluoromethyl)benzamide